(S)-6-(2-amino-5-(4-(2-isopropylmorpholino)phenyl)pyridin-3-yl)-3,4-dihydroisoquinolin-1(2H)-one NC1=NC=C(C=C1C=1C=C2CCNC(C2=CC1)=O)C1=CC=C(C=C1)N1C[C@@H](OCC1)C(C)C